COC1=C(C(=O)N(C2CCN(CC2)C2=NC=CC=N2)C)C=CC(=C1)C1=NC(=CN=C1)C=1SC=C(C1)NC(CCCC)=O 2-methoxy-N-methyl-4-(6-(4-pentanamidothiophen-2-yl)pyrazin-2-yl)-N-(1-(pyrimidin-2-yl)piperidin-4-yl)benzamide